FC1CC(C1)COC(=O)NCC1=C(N=NN1C)C1=CC=C(C(=N1)C)O[C@@H]1C[C@H](CCC1)C(=O)O (1S,3S)-3-((6-(5-(((((3-fluorocyclobutyl)methoxy)carbonyl)amino)methyl)-1-methyl-1H-1,2,3-triazol-4-yl)-2-methylpyridin-3-yl)oxy)cyclohexane-1-carboxylic acid